1-Hydroxytetraphenylcyclopentadienyl(tetraphenyl-2,4-cyclopentadien-1-one) OC1(C(=C(C(=C1C1=CC=CC=C1)C1=CC=CC=C1)C1=CC=CC=C1)C1=CC=CC=C1)C1=C(C=CC=C1)C=1C(C(=C(C1C1=CC=CC=C1)C1=CC=CC=C1)C1=CC=CC=C1)=O